ClC1=CC=C(S1)[C@@H]1[C@H](C1)C(=O)NC1=NC=NC(=C1)NCC=1N=C2N(C=C(C=C2)C2CC2)C1 |r| rac-(1S*,2S*)-2-(5-chlorothiophen-2-yl)-N-(6-(((6-cyclopropylimidazo[1,2-a]pyridin-2-yl)methyl)amino)pyrimidin-4-yl)cyclopropane-1-carboxamide